1-((4-bromothiophene-2-yl)methyl)-1H-imidazole-2-carboxylic acid BrC=1C=C(SC1)CN1C(=NC=C1)C(=O)O